C[C@@H]1N([C@@H](CN(C1)C1=NC(=NC=C1)C1=CN=C2N1C=C(C=C2)C(F)(F)F)C)C(=O)C2=NN(C=C2)C(C)C (cis-2,6-dimethyl-4-(2-(6-(trifluoromethyl)imidazo[1,2-a]pyridin-3-yl)pyrimidin-4-yl)piperazin-1-yl)(1-isopropyl-1H-pyrazol-3-yl)methanone